FC=1C=C(C#N)C=C(C1O)F 3,5-difluoro-4-hydroxy-benzonitrile